2-ethylsulfanyl-3-cyano-4-(2-methoxyphenyl)amino-6-methylquinoline tert-butyl-3-[5-methyl-3-[4-(trifluoromethoxy)phenyl]pyrazol-1-yl]pyrrolidine-1-carboxylate C(C)(C)(C)OC(=O)N1CC(CC1)N1N=C(C=C1C)C1=CC=C(C=C1)OC(F)(F)F.C(C)SC1=NC2=CC=C(C=C2C(=C1C#N)NC1=C(C=CC=C1)OC)C